C(C=C)N1N(C2=NC(=NC=C2C1=O)NC1=CC=C2C3(CN(CC2=C1)C)CC3)C3=NC(=CC=C3)C(C)(C)O 2-allyl-1-(6-(2-hydroxy-prop-2-yl)pyridin-2-yl)-6-((2'-methyl-2',3'-dihydro-1'H-Spiro-[cyclopropane-1,4'-isoquinoline]-7'-yl)amino)-1,2-dihydro-3H-pyrazolo[3,4-d]Pyrimidin-3-one